NC1=NC=NN2C1=C(C=C2C=2C=C(C(=NC2)OC)C(=O)N[C@@H]2CN(C[C@@H]2F)C(=O)C2=CC(=NC=C2)C)CN2CCC(CC2)(F)F 5-{4-amino-5-[(4,4-difluoropiperidin-1-yl)methyl]pyrrolo[2,1-f][1,2,4]triazin-7-yl}-N-[(3R,4S)-4-fluoro-1-(2-methylpyridine-4-carbonyl)pyrrolidin-3-yl]-2-methoxypyridine-3-carboxamide